C(#N)C=1C(=C(C=CC1)C=1C=NC=C(C#N)C1)N1CCC(CC1)C1=NN=CN1C 5-(3-cyano-2-(4-(4-methyl-4H-1,2,4-triazol-3-yl)piperidin-1-yl)phenyl)nicotinnitrile